1-(1-Methyl-6-(piperidin-4-yl)-1H-pyrazolo[4,3-b]pyridin-3-yl)dihydropyrimidine-2,4(1H,3H)-dione CN1N=C(C2=NC=C(C=C21)C2CCNCC2)N2C(NC(CC2)=O)=O